8-(8-amino-1-bromoimidazo[1,5-a]pyrazin-3-yl)-2,8-diazaspiro[4.5]decan-3-one NC=1C=2N(C=CN1)C(=NC2Br)N2CCC1(CC(NC1)=O)CC2